C1(CC1)C1=CC=C2C(=CN(C2=C1)C)C1=NC(=NC=C1)NC1=C(C=C(C(=C1)[N+](=O)[O-])N(C)CCN(C)C)OC N1-(4-(6-cyclopropyl-1-methyl-1H-indol-3-yl)pyrimidin-2-yl)-N4-(2-(dimethylamino)ethyl)-2-methoxy-N4-methyl-5-nitrobenzene-1,4-diamine